C(C)(C)(C)OC(=O)NCC=1C(=NC(=NC1)C(=O)O)C1=CC=CC=C1 5-(((tert-Butoxycarbonyl)amino)methyl)-4-phenylpyrimidine-2-carboxylic acid